N1(C=CC=C1)C=1C=C(C=CC1)C(CC(=O)O)N1N=CC2=CC(=CC=C12)OCCC1=NC=2NCCCC2C=C1 3-(3-(1H-Pyrrol-1-yl)phenyl)-3-(5-(2-(5,6,7,8-tetrahydro-1,8-naphthyridin-2-yl)ethoxy)-1H-indazol-1-yl)propanoic acid